CONC O,N-dimethyl-hydroxyl-amine